BrC1=CC=C(C(=O)N[C@H](C(=O)OC)C(C)(C)NC(=O)OC(C)(C)C)C=C1 methyl (S)-2-(4-bromobenzoylamino)-3-((tert-butoxycarbonyl) amino)-3-methylbutanoate